4-FORMYL-3-HYDROXYPHENYLBORONIC ACID C(=O)C1=C(C=C(C=C1)B(O)O)O